C(C1=CC=CC=C1)OC1CCC(CC1)N (1r,4r)-4-(benzyloxy)cyclohexane-1-amine